racemic-4,4,5,5-tetramethyl-2-((1S,2S)-2-(4-(2,2,2-trifluoroethoxy)phenyl)cyclopropyl)-1,3,2-dioxaborolane CC1(OB(OC1(C)C)[C@@H]1[C@H](C1)C1=CC=C(C=C1)OCC(F)(F)F)C |r|